C1(CCCC1)CN(C)CC1=CC(=NC=C1)C=1C=C2CN(C(C2=CC1)=O)C1C(NC(CC1)=O)=O 3-(5-(4-(((cyclopentylmethyl)(methyl)amino)methyl)pyridin-2-yl)-1-oxoisoindolin-2-yl)piperidine-2,6-dione